(3S)-3-(1,4-Dimethyl-1H-benzotriazol-5-yl)-3-(7-{[(2R,5S)-2-ethyl-5-methyl-2,3-dihydropyrido[2,3-f][1,4]oxazepin-4(5H)-yl]methyl}-2,3-dihydro-1H-inden-5-yl)propanoic acid CN1N=NC2=C1C=CC(=C2C)[C@@H](CC(=O)O)C=2C=C1CCCC1=C(C2)CN2C[C@H](OC1=C([C@@H]2C)N=CC=C1)CC